C1(CC1)C(=O)NC(C=1C(=C(C(=C2C=NNC12)C=1N=CC=2N(C1)C=C(N2)NC(=O)[C@H]2[C@H](C2)F)C)F)C2CC2 (1S,2S)-N-(6-(7-(cyclopropanecarboxamido(cyclopropyl)methyl)-6-fluoro-5-methyl-1H-indazol-4-yl)imidazo[1,2-a]pyrazin-2-yl)-2-fluorocyclopropane-1-carboxamide